CN1C[C@@H](CCC1)CC1=NN=C(C2=CC=CC=C12)C1=C(C=C(C=C1)C(F)(F)F)O (S)-2-(4-((1-methylpiperidin-3-yl)methyl)phthalazin-1-yl)-5-(trifluoromethyl)phenol